2-(2-bromopyridin-4-yl)propionitrile BrC1=NC=CC(=C1)C(C#N)C